O=C1N(CC2=CC=C3C(=C12)OC1(CC3)CCNCC1)C1C(NC(CC1)=O)=O 3-(9'-oxo-3',4',7',9'-tetrahydro-8'H-spiro[piperidine-4,2'-pyrano[2,3-e]isoindole]-8'-yl)piperidine-2,6-dione